5-(2-(4,5-dichloroindoline-1-carboxamido)ethyl)-N-hydroxyisoxazole-3-carboxamide ClC1=C2CCN(C2=CC=C1Cl)C(=O)NCCC1=CC(=NO1)C(=O)NO